3-chloro-5-((4-(1,1-difluoroethyl)-1-((6-(1,1-difluoroethyl)-3-oxo-2,3-dihydropyridazin-4-yl)methyl)-6-oxo-1,6-dihydropyrimidin-5-yl)oxy)benzonitrile ClC=1C=C(C#N)C=C(C1)OC1=C(N=CN(C1=O)CC=1C(NN=C(C1)C(C)(F)F)=O)C(C)(F)F